C(C)N(C=1C2=C(N=CN1)N(C=C2)CC2(C(CN(CC2)CC(=O)N)O)O)CC2=C(C=C(C=C2)N2N=CC=C2)F 2-(4-((4-(ethyl(2-fluoro-4-(1H-pyrazol-1-yl)benzyl)amino)-7H-pyrrolo[2,3-d]pyrimidin-7-yl)methyl)-3,4-dihydroxypiperidin-1-yl)acetamide